C[C@@H]1C=2C=CC=C(C3=NN(C4=CC=C(O[C@@H](CCNC(O1)=O)C)C=C34)C3OCCCC3)N2 (7R,13R)-7,13-dimethyl-19-(oxan-2-yl)-8,14-dioxa-10,19,20,23-tetraazatetracyclo[13.5.2.12,6.018,21]tricosa-1(20),2,4,6(23),15,17,21-heptaen-9-one